2-((3-methoxy-[1,1-biphenyl]-4-yl)amino)-4-((tetrahydro-2H-pyran-4-yl)amino)-7H-pyrrolo[2,3-d]pyrimidine-5-carbonitrile COC=1C=C(C=CC1NC=1N=C(C2=C(N1)NC=C2C#N)NC2CCOCC2)C2=CC=CC=C2